C(C)(C)N1C2=CC=CC=C2SC=2C=CC=CC12 10-isoPropylphenothiazine